N1=C(OC2=NC=CC=C21)N2CC(CC2)C(CC#N)N2N=CC(=C2)C=2C1=C(N=CN2)NC=C1 3-(1-[1,3]oxazolo[5,4-b]pyridin-2-ylpyrrolidin-3-yl)-3-[4-(7H-pyrrolo[2,3-d]pyrimidin-4-yl)-1H-pyrazol-1-yl]propanenitrile